CN(C(=N)NC(=N)N)C N,N-dimethylbiguanide